O1CC(C1)NC1CCC(CC1)NC(OCC1=CC=CC=C1)=O Benzyl ((1r,4r)-4-(oxetan-3-ylamino)cyclohexyl)carbamate